[Na+].[Na+].NC(CN1CC(C1)OC1=C(C=2O[B-]([C@@H]3C[C@@H]3C2C=C1)(O)O)C(=O)O)(CO)CO.NC(CN1CC(C1)OC1=C(C=2O[B-]([C@@H]3C[C@@H]3C2C=C1)(O)O)C(=O)O)(CO)CO (2S,4R)-9-{1-[2-amino-3-hydroxy-2-(hydroxymethyl)propyl]azetidin-3-yl}oxy-5,5-dihydroxy-6-oxa-5-boranuidatricyclo[5.4.0.02,4]undeca-1(7),8,10-triene-8-carboxylic acid disodium salt